CC1=C(C=CC=C1C)N1CCN(CC1)C(CN1N=C(C2=C1CCC2)C(=O)N2CCNCC2)=O 1-[4-(2,3-dimethylphenyl)piperazin-1-yl]-2-[3-(piperazin-1-carbonyl)-5,6-dihydrocyclopenta[c]pyrazol-1(4H)-yl]ethan-1-one